2-hydroxy-2-methyl-1-[4-(1-methylvinyl-vinyl)phenyl]propan-1-one tert-butyl-4-[5-chloro-4-fluoro-2-(prop-2-en-1-yloxy)benzoyl]piperidine-1-carboxylate C(C)(C)(C)OC(=O)N1CCC(CC1)C(C1=C(C=C(C(=C1)Cl)F)OCC=C)=O.OC(C(=O)C1=CC=C(C=C1)C=CC(=C)C)(C)C